CN(CCCNCC=1C=C(C=CC1)C1=CC=C(C=C1)C=1C=CC2=C(NC(=N2)C)C1)C 6-(3'-(((3-(DiMethylamino)propyl)amino)Methyl)-[1,1'-Biphenyl]-4-yl)-2-Methyl-1H-benzo[d]Imidazol